C(C)NC1CCN(CC1)C=1C2=CN(N=C2C(=C(C1)F)C(=O)NC=1C=C(C2=CN(N=C2C1)C)F)C 4-[4-(ethylamino)-1-piperidyl]-6-fluoro-N-(4-fluoro-2-methylindazol-6-yl)-2-methyl-indazole-7-carboxamide